CC1=CC=C(C=C1)S(=O)(=O)OC1=CC(=C(C(=C1)OCC1=CC=CC=C1)C=O)OS(=O)(=O)C1=CC=C(C=C1)C 5-(benzyloxy)-4-formyl-1,3-phenylene bis(4-methylbenzene-sulfonate)